ClC=1C(=NC(=NC1)NC=1C=NN(C1)C)NC1=C(C(=O)NC2=CC=CC=C2)C=CC(=C1)[N+](=O)[O-] 2-({5-chloro-2-[(1-methyl-1H-pyrazol-4-yl)amino]pyrimidin-4-yl}amino)-4-nitro-N-phenylbenzamide